((3S)-5-(2-cyclopropylphenyl)-3-hydroxy-2,3-dihydrospiro[indene-1,3'-pyrrolidin]-1'-yl)(5-fluoropyridin-2-yl)methanone C1(CC1)C1=C(C=CC=C1)C=1C=C2[C@H](CC3(CN(CC3)C(=O)C3=NC=C(C=C3)F)C2=CC1)O